CC1(CC2=C(C3=C(S2)C(CC3)=O)C1)C 6,6-Dimethyl-1,2,6,7-tetrahydrodicyclopenta[b,d]thiophen-3(5H)-one